CC1(O[C@@H]2[C@H](O1)[C@H](C[C@@H]2O)C2=CC(=CC=C2)OC(F)(F)F)C (3aS,4S,6R,6aR)-2,2-dimethyl-6-[3-(trifluoromethoxy)phenyl]-tetrahydro-3aH-cyclopenta[d][1,3]dioxol-4-ol